C(C1=CC=CC=C1)OC1=C(C(OC12CCC(CC2)OC2=CC(=NC=C2)Cl)=O)C2=C(C=C(C=C2C)C)C (5s,8s)-4-(benzyloxy)-8-((2-chloropyridin-4-yl)oxy)-3-mesityl-1-oxaspiro-[4.5]dec-3-en-2-one